CC=1C(C2C3=CC=CC=C3C(C1)N2)=O 10-methyl-12-azatricyclo[6.3.1.02,7]Dodeca-2,4,6,10-tetraen-9-one